C(C)NC(=O)N1C2CC(CC1CNC2)=O N-ethyl-3-oxo-7,9-diazabicyclo[3.3.1]Nonane-9-carboxamide